[3-methoxy-5-(1,2,4-triazol-1-yl)phenyl]methanone COC=1C=C(C=C(C1)N1N=CN=C1)C=O